tert-butyl ((1S,3R,5R)-3-((2-bromo-5-nitropyridin-4-yl)amino)-5-methoxycyclohexyl)carbamate BrC1=NC=C(C(=C1)N[C@@H]1C[C@@H](C[C@@H](C1)OC)NC(OC(C)(C)C)=O)[N+](=O)[O-]